NC1=NC=2C=C(C=CC2C2=C1N=C(N2CC(CO)(C)CO)CCCC)CCCN2CCN(CC2)C(CCOCCN=[N+]=[N-])=O 1-(4-(3-(4-Amino-2-butyl-1-(3-hydroxy-2-(hydroxymethyl)-2-methylpropyl)-1H-imidazo[4,5-c]quinolin-7-yl)propyl)piperazin-1-yl)-3-(2-azidoethoxy)propan-1-one